CS(=O)(C)=NC=1C=CC(=NC1)N1N=CN=C1[C@H](C)NC(C1=CN=CC(=C1)C(F)(F)F)=O (S)-N-(1-(1-(5-((dimethyl(oxo)-λ6-sulfaneylidene)amino)pyridin-2-yl)-1H-1,2,4-triazol-5-yl)ethyl)-5-(trifluoromethyl)nicotinamide